ClC=1C(C(=C(C(C1N1CCOCC1)=O)Cl)C1=CN=C(S1)N1CCCCC1)=O 2,5-dichloro-3-morpholin-4-yl-6-(2-piperidin-1-yl-1,3-thiazol-5-yl)cyclohexa-2,5-diene-1,4-dione